C(C)(C)(C)OC(=O)N1CC(C1)COC1=C(C=C(C=C1)Br)F 3-((4-bromo-2-fluorophenoxy)methyl)azetidine-1-carboxylic acid tert-butyl ester